N-(3-chloro-2-fluoro-4-(((R)-tetrahydro-2H-pyran-3-yl)methoxy)phenyl)-6-(((S)-pyrrolidin-3-yl)oxy)pyrido[3,2-d]pyrimidin-4-amine ClC=1C(=C(C=CC1OC[C@H]1COCCC1)NC=1C2=C(N=CN1)C=CC(=N2)O[C@@H]2CNCC2)F